ClC1=C(C=CC=C1C1=CC=C(C=C1)C(=O)N1C=CC=C1)C1C(NC(CC1)=O)=O 3-[2-chloro-3-[4-(pyrrole-1-carbonyl)phenyl]phenyl]piperidine-2,6-dione